5-(3,5-dimethylisoxazol-4-yl)-1-((R)-tetrahydrofuran-3-yl)-1H-benzo[d]imidazol-2-yl-propan-1-ol CC1=NOC(=C1C1=CC2=C(N(C(=N2)C(CC)O)[C@H]2COCC2)C=C1)C